1-(5-fluoro-1-methyl-6-(piperidin-4-yl)-1H-indazol-3-yl)dihydropyrimidine-2,4(1H,3H)-dione hydrochloride Cl.FC=1C=C2C(=NN(C2=CC1C1CCNCC1)C)N1C(NC(CC1)=O)=O